NC=1C2=C(N=CN1)N(C(=C2C2=CC(=C(C=C2)OC2=NC(=CC=C2)C)OC)C=2C=NN(C2)C2CC(N(CC2)C(C=C)=O)C)C 1-(4-(4-(4-amino-5-(3-methoxy-4-(6-methylpyridin-2-yloxy)phenyl)-7-methyl-7H-pyrrolo[2,3-d]pyrimidin-6-yl)-1H-pyrazol-1-yl)-2-methylpiperidin-1-yl)prop-2-en-1-one